2-amino-1-(3-methoxy-2,6-dimethylphenyl)-5-nitro-1H-pyrrolo[2,3-b]pyridine-3-carbonitrile NC1=C(C=2C(=NC=C(C2)[N+](=O)[O-])N1C1=C(C(=CC=C1C)OC)C)C#N